(8-syn)-3-{6-chloro-2-[(5-chloro-1-cyclopropyl-1H-pyrazol-4-yl)amino]quinazolin-7-yl}-8-methyl-3-azabicyclo[3.2.1]octan-8-ol ClC=1C=C2C=NC(=NC2=CC1N1CC2CCC(C1)C2(O)C)NC=2C=NN(C2Cl)C2CC2